C(C1=CC=CC=C1)OC(=O)N1CCN(CC1)CC1CC2(C1)CCN(CC2)C(=O)OC(C)(C)C tert-butyl 2-[(4-benzyloxycarbonyl piperazin-1-yl) methyl]-7-azaspiro[3.5]nonane-7-carboxylate